benz(f)indene C1=CCC=2C=C3C(=CC12)C=CC=C3